C(C=CCCCCCCC(=O)O)(=O)O 2-decene-1,10-dioic acid